(R/S)-1-(3-(1,1-Difluoroethyl)-2-fluorophenyl)ethan-1-amine FC(C)(F)C=1C(=C(C=CC1)[C@@H](C)N)F |r|